3-(2-(1-methylpiperidine-4-carboxamido)thiazol-5-yl)cyclobutane-1-carboxylic acid CN1CCC(CC1)C(=O)NC=1SC(=CN1)C1CC(C1)C(=O)O